CC1=CC=C(C(=O)P(C(C2=C(C=CC=C2C)C)=O)(C(C2=CC=C(C=C2C)C)=O)=O)C(=C1)C bis(4,6-dimethylbenzoyl)-2,6-dimethylbenzoyl-phosphine oxide